m-methylstyrene-acrylic acid CC=1C=C(C=CC=CC(=O)O)C=CC1